(2R,5R)-Benzyl 5-((2-chloro-7H-pyrrolo[2,3-d]pyrimidin-4-yl)amino)-2-methylpiperidine-1-carboxylate ClC=1N=C(C2=C(N1)NC=C2)N[C@@H]2CC[C@H](N(C2)C(=O)OCC2=CC=CC=C2)C